tert-butyl [2,2,2-trifluoro-1-trifluoromethyl-1-(4-vinyl-phenyl) ethoxy]-acetate FC(C(OCC(=O)OC(C)(C)C)(C1=CC=C(C=C1)C=C)C(F)(F)F)(F)F